N(=[N+]=[N-])CCCCC(=O)NC1CC(N(C1)C(=O)OC(C)(C)C)C(=O)O 4-(5-azidopentanamido)-1-(tert-butoxycarbonyl)pyrrolidine-2-carboxylic acid